11-carboxyundecyl(triphenyl)phosphonium bromide [Br-].C(=O)(O)CCCCCCCCCCC[P+](C1=CC=CC=C1)(C1=CC=CC=C1)C1=CC=CC=C1